6,6-dimethyl-6,7-dihydro-4H-pyrazolo[5,1-c][1,4]Oxazine CC1(CN2C(CO1)=CC=N2)C